NCC(=O)N(C1C2CCC(C1C1=CC=CC=C1)C2)CC 2-Amino-N-ethyl-N-(3-phenyl-bicyclo[2.2.1]hept-2-yl)-acetamide